N-ethyl-6-methyl-7-oxo-4-(4,4,5,5-tetramethyl-1,3,2-dioxaborolan-2-yl)-6,7-dihydro-1H-pyrrolo[2,3-c]pyridin-2-carboxamide C(C)NC(=O)C1=CC2=C(C(N(C=C2B2OC(C(O2)(C)C)(C)C)C)=O)N1